N=1N(N=NC1)CC(=O)N1CC(CCC1)C=1OC(=NN1)C1=CSC=C1 2-(2H-tetrazol-2-yl)-1-(3-(5-(thiophen-3-yl)-1,3,4-oxadiazol-2-yl)piperidin-1-yl)ethan-1-one